CC1(C2CCC=3[C@@H]4CC[C@H]([C@@H](CCC=C(C)C)C)[C@]4(CCC3[C@]2(CCC1O)C)C)C 4,4-dimethylcholesta-8,24-dien-3-ol